CN1N=NC(=C1NC(O[C@H](C)C1=CC=NN1C)=O)C1=NC(=C(C=C1)NS(=O)(=O)C)C (R)-1-(1-methyl-1H-pyrazol-5-yl)ethyl (1-methyl-4-(6-methyl-5-(methyl-sulfonamido)pyridin-2-yl)-1H-1,2,3-triazol-5-yl)carbamate